ClC1=C(C(=C(C=C1OC)OC)Cl)C1=CC2=C(N=C(N=C2)N[C@@H]2COCC[C@@H]2NC(C=C)=O)C(=N1)N1CC(C1)(C)O N-((3S,4S)-3-((6-(2,6-dichloro-3,5-dimethoxyphenyl)-8-(3-hydroxy-3-methylazetidin-1-yl)pyrido[3,4-d]pyrimidin-2-yl)amino)tetrahydro-2H-pyran-4-yl)acrylamide